(2RS,4aRS,9bSR)-2-methyl-4,4a,5,9b-tetrahydroindeno[1,2-d][1,3]dioxazine CN1OC[C@@H]2[C@H](O1)C1=CC=CC=C1C2 |r|